(4-ethylbenzyl)aniline C(C)C1=CC=C(CNC2=CC=CC=C2)C=C1